(2E,4E,6E,8E,10E,12E,14E,16E,18E)-4,8,13,17-tetramethylicosa-2,4,6,8,10,12,14,16,18-nonaenedioic acid C/C(/C=C/C(=O)O)=C\C=C\C(=C\C=C\C=C(\C=C\C=C(\C=C\C(=O)O)/C)/C)\C